(S)-N-(1-amino-15,15-dimethyl-13-oxo-3,6,9-trioxa-12-azahexadeca-14-yl)-1-(pent-4-en-1-yl)-1H-indazole-3-carboxamide hydrochloride Cl.NCCOCCOCCOCCNC([C@H](C(C)(C)C)NC(=O)C1=NN(C2=CC=CC=C12)CCCC=C)=O